N-(4-butylphenyl)-diphenylamine C(CCC)C1=CC=C(C=C1)N(C1=CC=CC=C1)C1=CC=CC=C1